C[C@@H]1N(C2=CC(=CC=C2[C@@H](C1)NC1=CC=C(C=C1)[N+](=O)[O-])/C=C/CNC(OC(C)(C)C)=O)C(CC)=O |o1:1,9| tert-butyl (E)-(3-((2S*,4R*)-2-methyl-4-((4-nitrophenyl)amino)-1-propionyl-1,2,3,4-tetrahydroquinolin-7-yl)allyl)carbamate